The molecule is a penicillin compound having a 6beta-[3-(2-chloro-6-fluorophenyl)-5-methyl-1,2-oxazole-4-carboxamido] side-chain. It has a role as an antibacterial drug. It is a penicillin and a penicillin allergen. It is a conjugate acid of a flucloxacillin(1-). CC1=C(C(=NO1)C2=C(C=CC=C2Cl)F)C(=O)N[C@H]3[C@@H]4N(C3=O)[C@H](C(S4)(C)C)C(=O)O